BrC1=CC=C(C=C1)N1C=2C=CC=CC2CC2=CC=CC=C12 10-(4-bromophenyl)acridine